2-(5-Isopropyl-3-methylisoxazol-4-yl)-N-(4-(pyridin-2-yl)benzyl)furo[3,2-d]pyrimidin-4-amine C(C)(C)C1=C(C(=NO1)C)C=1N=C(C2=C(N1)C=CO2)NCC2=CC=C(C=C2)C2=NC=CC=C2